tert-butyl 4-(2'-((tert-butoxycarbonyl)amino)-3'-cyano-5',6'-dihydrospiro[azetidine-3,4'-cyclopenta[b]thiophen]-1-yl)-2-chloro-7,8-dihydropyrido[4,3-d]pyrimidine-6(5H)-carboxylate C(C)(C)(C)OC(=O)NC1=C(C2=C(S1)CCC21CN(C1)C=1C2=C(N=C(N1)Cl)CCN(C2)C(=O)OC(C)(C)C)C#N